ClC=1C(=NC=NC1NC1CC1)OC1=C(C=C(C=C1)NC(=O)C=1C=NN(C1C(F)(F)F)C1=NC=CC=C1Cl)F N-[4-[5-chloro-6-(cyclopropylamino)pyrimidin-4-yl]oxy-3-fluoro-phenyl]-1-(3-chloro-2-pyridyl)-5-(trifluoromethyl)pyrazole-4-carboxamide